(S)-2-(6-chloro-5-(2-isopropoxyphenyl)-1H-benzo[d]imidazol-2-yl)-2-(4-((cyclopropylmethyl)sulfonyl)phenyl)ethanol ClC=1C(=CC2=C(NC(=N2)[C@@H](CO)C2=CC=C(C=C2)S(=O)(=O)CC2CC2)C1)C1=C(C=CC=C1)OC(C)C